[3-(2,6-dimethylphenyl)]-7-methylimidazo[1,2-f]Phenanthridine CC1=C(C(=CC=C1)C)C1=CN=C2N1C=1C=CC(=CC1C=1C=CC=CC21)C